CNCCC(CC[Si](OC)(OC)OC)N 3-(2-methylaminoethyl)-3-aminopropyltrimethoxysilane